5-(2-{5-chloro-2-oxo-1,2-dihydrospiro[indole-3,4'-piperidin]-1'-yl}ethoxy)pyridine-2-carboxamide ClC=1C=C2C(=CC1)NC(C21CCN(CC1)CCOC=1C=CC(=NC1)C(=O)N)=O